C(C(=C)C)(=O)OOP(O)(=O)C methacryloxy(methyl)phosphonic acid